3-methoxy-5-(1H-1,2,4-triazol-1-yl)benzoic acid COC=1C=C(C(=O)O)C=C(C1)N1N=CN=C1